N1N=C(C2=CC=CC=C12)CN1CCC2(CC1)COC1=C3CN(C(C3=CC=C12)=O)C1C(NC(CC1)=O)=O 3-(1'-((1H-indazol-3-yl)methyl)-6-oxo-6,8-dihydro-2H,7H-spiro[furo[2,3-e]isoindole-3,4'-piperidin]-7-yl)piperidine-2,6-dione